FC1(CCN(CCC1)C1=NC2=CC=CC=C2C=C1C(=O)NC1=CC(=CC=C1)SC)F 2-(4,4-difluoroazepan-1-yl)-N-(3-(methylthio)phenyl)quinoline-3-carboxamide